CC1CC(CC1)NS(=O)(=O)C1=CC(=CC=C1)C(=O)N1CC2(C3=CC(=CC=C13)NS(=O)(=O)C)CCCCC2 N-(3-methylcyclopentyl)-3-(5'-(methylsulfonamido)spiro[cyclohexane-1,3'-indoline]-1'-carbonyl)benzenesulfonamide